F[C@H]1CN(CC[C@H]1NC1=NN2C(C(=N1)OC)=C(C=C2)C=2C=CC1=C(N(C(=N1)C)CCF)C2)C N-((3S,4R)-3-fluoro-1-methylpiperidin-4-yl)-5-(1-(2-fluoroethyl)-2-methyl-1H-benzo[d]imidazol-6-yl)-4-methoxypyrrolo[2,1-f][1,2,4]triazin-2-amine